C1(=CC=CC=C1)CN1C(C(C1)=O)(C)C 1-(phenylmethyl)-2,2-dimethylazetidin-3-one